2-(3-(((4-(2-((6-(4H-1,2,4-triazol-4-yl)-1H-indazol-4-yl)amino)ethoxy)butyl)amino)methyl)-5-methylphenyl)acetonitrile N=1N=CN(C1)C1=CC(=C2C=NNC2=C1)NCCOCCCCNCC=1C=C(C=C(C1)C)CC#N